[C@@H]12N(C[C@@H](NC1)C2)C(=O)N2C(\C(\C1=CC=C(C=C21)C(=O)OC)=C(\C2=CC=CC=C2)/NC2=CC=C(C=C2)N(C(CN2CCN(CC2)C)=O)C)=O methyl (Z)-1-((1S,4S)-2,5-diazabicyclo[2.2.1]heptane-2-carbonyl)-3-(((4-(N-methyl-2-(4-methylpiperazin-1-yl) acetamido) phenyl) amino) (phenyl) methylene)-2-oxoindole-6-carboxylate